CC1CC=2C(=NC=NC2CC1C1=CC(=CC2=CC=CC=C12)O)N1CCNCC1 4-(6-methyl-4-piperazin-1-yl-5,6,7,8-tetrahydroquinazolin-7-yl)naphthalen-2-ol